N1=CC=CC2=CC(=CC=C12)CC(=O)O (Quinolin-6-yl)acetic acid